N6-[(2S)-2-amino-2-phenyl-ethyl]-N4-(4-fluorophenyl)-1-methyl-pyrazolo[3,4-d]pyrimidine-4,6-diamine N[C@H](CNC1=NC(=C2C(=N1)N(N=C2)C)NC2=CC=C(C=C2)F)C2=CC=CC=C2